(R)-6-cyclobutoxy-N-(5-methylpyrazolo[1,5-a]pyrimidin-3-yl)-2-(tetrahydro-2H-pyran-3-yl)-2H-pyrazolo[3,4-b]pyridine-5-carboxamide C1(CCC1)OC=1C(=CC=2C(N1)=NN(C2)[C@H]2COCCC2)C(=O)NC=2C=NN1C2N=C(C=C1)C